CNCC1=CC=C(C=C1)Br methyl-4-bromobenzylamine